CC(CCCCCCCCC(=O)O)C 10-methylundecanoic acid